3-ethynyl-4-(1-phenylethoxy)thiophene tert-Butyl-3-(1H-indol-1-yl)azetidine-1-carboxylate C(C)(C)(C)OC(=O)N1CC(C1)N1C=CC2=CC=CC=C12.C(#C)C1=CSC=C1OC(C)C1=CC=CC=C1